4-((3-Fluoro-1H-indazol-5-yl)ethynyl)-N-(2,3,5-trifluorobenzyl)-[2,4'-bipyrimidin]-2'-amine FC1=NNC2=CC=C(C=C12)C#CC1=NC(=NC=C1)C1=NC(=NC=C1)NCC1=C(C(=CC(=C1)F)F)F